tert-butyl-3-methyl-4-(6-(1-methyl-1H-pyrazol-4-yl)pyrazolo[1,5-a]pyridin-3-yl)piperazine-1-carboxylate C(C)(C)(C)OC(=O)N1CC(N(CC1)C=1C=NN2C1C=CC(=C2)C=2C=NN(C2)C)C